3,3,3-trifluoro-2-methyl-propan-1-ol FC(C(CO)C)(F)F